FC=1C=CC2=C([Se]C=C2CCN)C1C 2-(6-fluoro-7-methylbenzo[b]selenophen-3-yl)ethan-1-amine